(ADAMANTAN-1-YL)-2-((5-FLUORO-2-(METHYLTHIO)-6-MORPHOLINOPYRIMIDIN-4-YL)OXY)ACETAMIDE C12(CC3CC(CC(C1)C3)C2)C(C(=O)N)OC2=NC(=NC(=C2F)N2CCOCC2)SC